1,2-dimethyl 4-[(1r,3r)-3-(piperidin-4-yloxy)cyclobutoxy]benzene-1,2-dicarboxylate N1CCC(CC1)OC1CC(C1)OC=1C=C(C(=CC1)C(=O)OC)C(=O)OC